FC(C(C(C(F)(F)F)(F)F)(F)F)(S(=O)(=O)O[C@@H](C(F)(F)F)C)F |r| racemic-1,1,1-trifluoropropan-2-yl 1,1,2,2,3,3,4,4,4-nonafluorobutane-1-sulfonate